2-Bromo-6-(((3-(1-cyclopropyl-1H-1,2,4-triazol-3-yl)-4-methoxy-5-nitrobenzyl)oxy)methyl)-4-fluoropyridine BrC1=NC(=CC(=C1)F)COCC1=CC(=C(C(=C1)[N+](=O)[O-])OC)C1=NN(C=N1)C1CC1